3-bromo-6-chloro-N-(4-methoxybenzyl)-N-(1,4-dioxaspiro[4.5]dec-7-en-8-yl)picolinamide BrC=1C(=NC(=CC1)Cl)C(=O)N(C1=CCC2(OCCO2)CC1)CC1=CC=C(C=C1)OC